NC1=NC(=NC(=C1C(=O)OCC)C)C=1C(=C2CCC(C2=CC1O)(C)C)O ethyl 4-amino-2-(4,6-dihydroxy-1,1-dimethyl-2,3-dihydro-1H-inden-5-yl)-6-methylpyrimidine-5-carboxylate